ClC=1C=C(C=CC1Cl)CN1N=NC(=C1C)C(=O)NC=1C=C(C(=CC1)C(=O)OC)C(=O)OC Dimethyl 4-[({1-[(3,4-dichlorophenyl)methyl]-5-methyl-1H-1,2,3-triazol-4-yl}carbonyl)amino]-1,2-benzenedicarboxylate